4-fluoro-N'-(hept-4-ylidene)benzoyl-hydrazine FC1=CC=C(C(=O)NN=C(CCC)CCC)C=C1